FCC(=O)N(CC(=O)N)NC(=O)[C@H]1N(CCC1)C(=O)C1(CC1)C1=CC=C(C=C1)OCC#C 2-[(2-Fluoroacetyl)-[[(2S)-1-[1-(4-prop-2-ynoxyphenyl)cyclopropanecarbonyl]pyrrolidine-2-carbonyl]amino]amino]acetamide